NC1=NC=2C(=CC=CC2C=2N1N=C(N2)C2CC(CCC2)(O)C=2C=NN(C2)CC(C)(C)O)OC 3-(5-amino-7-methoxy-[1,2,4]triazolo[1,5-c]quinazolin-2-yl)-1-(1-(2-hydroxy-2-methylpropyl)-1H-pyrazol-4-yl)cyclohexan-1-ol